tert-butyl (2S,4R)-2-(4-chlorobenzyl)-4-hydroxypiperidine-1-carboxylate ClC1=CC=C(C[C@@H]2N(CC[C@H](C2)O)C(=O)OC(C)(C)C)C=C1